3-(5-(((1S,3S)-3-((3H-Imidazo[4,5-b]pyridin-2-yl)amino)cyclopentyl)amino)pyrazin-2-yl)-1-methylpyridin-2(1H)-one N1=C(NC2=NC=CC=C21)N[C@@H]2C[C@H](CC2)NC=2N=CC(=NC2)C=2C(N(C=CC2)C)=O